The molecule is a member of the class of cyclopentanes that is cyclopentane substituted by a 1-methylbutyl group. It has a role as a metabolite. CCCC(C)C1CCCC1